FC(COC=1C=NC(=NC1)N1N=CN=C1C(C)N)F 1-[2-[5-(2,2-difluoroethoxy)pyrimidin-2-yl]-1,2,4-triazol-3-yl]ethanamine